FC1=C(C(=CC=C1)OC)C=1C=C/2C(=CN1)NC(\C2=C(\C)/NC2=NC=C(C=C2)N2CCNCC2)=O (Z)-5-(2-Fluoro-6-methoxyphenyl)-3-(1-((5-(piperazin-1-yl)pyridin-2-yl)amino)ethylidene)-1H-pyrrolo[2,3-c]pyridin-2(3H)-one